C(C)C1(C2=CC=CC=C2NC=2C=C(C=CC12)OC)CC 9,9-diethyl-3-methoxy-9,10-dihydroacridine